(E)-Dec-2-Enoic Acid C(\C=C\CCCCCCC)(=O)O